COC(=O)C1NCC2=CC=CC=C2C1 tetrahydroisoquinoline-3-carboxylic acid methyl ester